rac-(3ar,7ar)-3-(7,8-dihydrofuro[3,2-e][1,3]benzothiazol-2-yl)hexahydropyrano[3,4-d]imidazol-2(3H)-one N1=C(SC2=C1C1=C(C=C2)OCC1)N1C(N[C@H]2[C@@H]1COCC2)=O |r|